CC1=C(CCOC2=CC=C3C=CN(C3=C2)CCOC2OCCCC2)C=CC=C1 6-(2-methylphenethoxy)-1-(2-((tetrahydro-2H-pyran-2-yl)oxy)ethyl)-1H-indole